ethyl (1S,3S,4S)-4-(1-(6-fluoro-3-(((1r,4S)-4-isopropoxycyclohexyl)methyl)-2-methyl-1H-indole-1-carbonyl)-4-(4-fluorophenyl)piperidine-4-carboxamido)-3-methylcyclohexane-1-carboxylate FC1=CC=C2C(=C(N(C2=C1)C(=O)N1CCC(CC1)(C(=O)N[C@@H]1[C@H](C[C@H](CC1)C(=O)OCC)C)C1=CC=C(C=C1)F)C)CC1CCC(CC1)OC(C)C